(4-methoxy-2-(methoxymethoxy)phenyl)boronic acid COC1=CC(=C(C=C1)B(O)O)OCOC